IC=1C=C2C=CN(C2=CC1)S(=O)(=O)C1=CC=C(C)C=C1 5-iodo-1-(4-toluenesulfonyl)-1H-indole